C(C)(C)(C)OC(N[C@H]1CN(C[C@@H](C1)F)C(=O)C1=CC2=C(C(=C(O2)Cl)C)C=C1)=O tert-Butyl-((3R,5R)-1-(2-chloro-3-methylbenzofuran-6-carbonyl)-5-fluoropiperidin-3-yl)carbamate